4-amino-1-(3-methylcyclopentyl)-1H-pyrazolo[3,4-d]pyrimidine-3-carboxylic acid NC1=C2C(=NC=N1)N(N=C2C(=O)O)C2CC(CC2)C